(S)-6-((1-benzylpyrrolidin-3-yl)methoxy)-N-(6-chloropyridin-3-yl)isoquinolin-1-amine C(C1=CC=CC=C1)N1C[C@H](CC1)COC=1C=C2C=CN=C(C2=CC1)NC=1C=NC(=CC1)Cl